5-((7-methyl-6-oxo-6H-purin-1(7H)-yl)methyl)-3-phenethyl-1,3,4-oxadiazol-2(3H)-one CN1C=NC=2N=CN(C(C12)=O)CC1=NN(C(O1)=O)CCC1=CC=CC=C1